C(C=C)(=O)N1C[C@@H](N(C[C@H]1C)C=1C2=C(N(C(N1)=O)C1=C(C=CC=C1S(=O)(=O)C)C(C)C)N=C(C(=C2)Cl)C2=C(C=CC=C2O)F)C ((2S,5R)-4-acryloyl-2,5-dimethylpiperazin-1-yl)-6-chloro-7-(2-fluoro-6-hydroxyphenyl)-1-(2-isopropyl-6-(methylsulfonyl)phenyl)pyrido[2,3-d]pyrimidin-2(1H)-one